ClC1=NC=C(C=C1F)OC1CCC1 2-chloro-5-(cyclobutoxy)-3-fluoro-pyridine